COC(CCCC=1N(C2=CC=C(C=C2C1)Cl)S(=O)(=O)C1=CC2=C(N=CS2)C=C1)=O 5-chloro-1-[(6-benzothiazolyl)-sulfonyl]-1H-indole-2-butyric acid methyl ester